N-(triethylphenyl)urea C(C)C1=C(C(=C(C=C1)NC(=O)N)CC)CC